COC=1C=C(C=NC1)CN[C@H](C(=O)O)CCC(C)(C)C (2S)-2-{[(5-methoxypyridin-3-yl)methyl]amino}-5,5-dimethylhexanoic acid